1-(3-fluorophenyl)-(R,R)-1,2-propanediol FC=1C=C(C=CC1)[C@H]([C@@H](C)O)O